1-(tert-butyl) 2-methyl (2S,3S)-3-methyl-4-((4-nitrobenzoyl)oxy)-3-(3-(4,4,5,5-tetramethyl-1,3,2-dioxaborolan-2-yl)propyl)pyrrolidine-1,2-dicarboxylate C[C@@]1([C@H](N(CC1OC(C1=CC=C(C=C1)[N+](=O)[O-])=O)C(=O)OC(C)(C)C)C(=O)OC)CCCB1OC(C(O1)(C)C)(C)C